[C].[O].[Al].[Si] silicon aluminum oxygen carbon